(S)-3-methyl-N-(1-(3-(2-methylpyridin-4-yl)-1,2,4-oxadiazol-5-yl)propyl)-1-(pyridin-3-yl)-1H-pyrazole-5-carboxamide CC1=NN(C(=C1)C(=O)N[C@@H](CC)C1=NC(=NO1)C1=CC(=NC=C1)C)C=1C=NC=CC1